C(#N)C(C(C)C)(C)NC=O N-(1-cyano-1,2-dimethylpropyl)carboxamide